2-(difluoromethoxy)-N-ethyl-6-methoxy-4-[6-(1-methylpyrazol-4-yl)pyrazolo[1,5-a]pyridin-3-yl]benzamide Calcium chlorid [Cl-].[Ca+2].FC(OC1=C(C(=O)NCC)C(=CC(=C1)C=1C=NN2C1C=CC(=C2)C=2C=NN(C2)C)OC)F.[Cl-]